bis(2,3-diacetoxypropyl)-2,4,6-triiodo-1,3-benzenedicarboxamide C(C)(=O)OC(CNC(=O)C=1C(=C(C(=CC1I)I)C(=O)NCC(COC(C)=O)OC(C)=O)I)COC(C)=O